2-(1-Hydroxyethyl)-6-(3-methoxybenzyl)-4-methyl-4H-thiazolo[5',4':4,5]pyrrolo[2,3-d]pyridazin-5(6H)-one OC(C)C=1SC2=C(N(C=3C(N(N=CC32)CC3=CC(=CC=C3)OC)=O)C)N1